5-iodo-2-methyl-2H-1,2,3-triazol IC=1C=NN(N1)C